C(C)(C)(C)OC(=O)NC1=CC(=C(C=C1)C=1SC=C(N1)C(=O)NC(C(=O)NC(C(=O)OC)=C)=C)Cl methyl 2-(2-(2-(4-((tert-butoxycarbonyl)amino)-2-chlorophenyl)thiazole-4-carboxamido)acrylamido)acrylate